BrC=1C(=C(C=CC1)CC)C(C)O 2-(3-bromo-2-(1-hydroxyethyl)phenyl)ethan